2,2,2-trifluoroethyl 2-oxo-2-[rac-(2S,5R)-2-isopropyl-5-methyl-1-piperidyl]acetate O=C(C(=O)OCC(F)(F)F)N1[C@@H](CC[C@H](C1)C)C(C)C |r|